OC1C(CNCC1)NC(OC(C)(C)C)=O tert-butyl (4-hydroxypiperidin-3-yl)carbamate